4-[4-[(E)-3-(4-Methylsulfanylphenyl)prop-2-enoyl]phenoxy]butanoic acid CSC1=CC=C(C=C1)/C=C/C(=O)C1=CC=C(OCCCC(=O)O)C=C1